1-(((4s,7r)-7-fluoro-6-oxo-5-azaspiro[2.4]hept-4-yl)methoxy)-7-isopropoxyisoquinoline-6-carboxamide F[C@H]1C(N[C@@H](C12CC2)COC2=NC=CC1=CC(=C(C=C21)OC(C)C)C(=O)N)=O